C1(CC1)C=1C=C(N)C=CC1C(F)(F)F 3-cyclopropyl-4-(trifluoromethyl)aniline